2-cyclopropyl-7-((2-methoxy-3-(1-methyl-1H-1,2,4-triazol-3-yl)phenyl)amino)-N-methyl-3H-imidazo[4,5-b]Pyridine-6-carboxamide C1(CC1)C1=NC=2C(=NC=C(C2NC2=C(C(=CC=C2)C2=NN(C=N2)C)OC)C(=O)NC)N1